C(C1=CC=CC=C1)OC(=O)N1CCC2(C[C@@H](CO2)NC[C@@H](COC2=CC(=CC=C2)S(=O)(=O)C)O)CC1 (S)-benzyl-3-(((S)-2-hydroxy-3-(3-(methylsulfonyl)phenoxy)propyl)amino)-1-oxa-8-azaspiro[4.5]decane-8-carboxylate